6-((1-acryloylpiperidin-4-yl)oxy)-4-((3-cyclopropyl-phenyl)amino)-7-methoxy-quinoline-3-carbonitrile C(C=C)(=O)N1CCC(CC1)OC=1C=C2C(=C(C=NC2=CC1OC)C#N)NC1=CC(=CC=C1)C1CC1